5-{3-Azabicyclo[3.1.0]hexan-3-yl}pyrimidin C12CN(CC2C1)C=1C=NC=NC1